CN(C)CC1C(CCCC1)C(=O)O 2-[(dimethylamino)methyl]cyclohexane-1-carboxylic acid